4-[(4-Cyano-phenyl)-(5,6-dimethoxy-benzothiazol-2-ylcarbamoyl)-methoxy]-N,N-dimethyl-benzamide C(#N)C1=CC=C(C=C1)C(OC1=CC=C(C(=O)N(C)C)C=C1)C(NC=1SC2=C(N1)C=C(C(=C2)OC)OC)=O